CC(C(=O)C(=O)C(C(C)C)=O)C 2-methylpropionyl ketone